(R)-7-ethyl-2-(5-fluoro-2-((3-fluoro-4-((1-methylpiperidin-4-yl)oxy)phenyl)amino)-7H-pyrrolo[2,3-d]pyrimidin-7-yl)-6,7-Dihydro-5H-cyclopent[b]pyridin-7-ol C(C)[C@]1(CCC=2C1=NC(=CC2)N2C=C(C1=C2N=C(N=C1)NC1=CC(=C(C=C1)OC1CCN(CC1)C)F)F)O